(1S,2R,5S)-2,5-bis(4-tert-butylphenyl)-1-(dimethylamino)phospholane 1-oxide C(C)(C)(C)C1=CC=C(C=C1)[C@@H]1P([C@@H](CC1)C1=CC=C(C=C1)C(C)(C)C)(N(C)C)=O